2-trimethoxysilylethyl-N,N-dimethylthiocarbamoyl tetrasulfide CO[Si](CCS=C(N(C)C)SSSSC(N(C)C)=SCC[Si](OC)(OC)OC)(OC)OC